ClC=1C(=C(C=CC1)NC1=NC=NC2=CC(=C(C=C12)NC(C(=C)C)=O)C#C[C@@]1(CN(CC1)C)C)F (R)-N-(4-((3-chloro-2-fluorophenyl)amino)-7-((1,3-dimethylpyrrolidin-3-yl)ethynyl)quinazolin-6-yl)methacrylamide